tetracyclopentadiene acetate C(C)(=O)O.C1=CC=CC1.C1=CC=CC1.C1=CC=CC1.C1=CC=CC1